C1=CC=CC=2C3=CC=CC=C3C(C12)COC(=O)N[C@H](C(=O)O)CC1=CC=C(C=C1)C=1C=C2C=CN(C2=CC1)C(=O)OC(C)(C)C (S)-2-((((9H-fluoren-9-yl)methoxy)carbonyl)amino)-3-(4-(1-(tert-butoxycarbonyl)-1H-indol-5-yl)phenyl)propanoic acid